(7R)-7-amino-3-cyclopropyl-N-(3-fluorocyclobutyl)-7,8-dihydro-6H-cyclopenta[g]isoquinoline-5-sulfonamide N[C@@H]1CC=2C(=C(C=3C=C(N=CC3C2)C2CC2)S(=O)(=O)NC2CC(C2)F)C1